ClC=1C=C2C=NN(C2=C(C1)C(=O)NC1CC2(CC(C2)CC(=O)O)C1)CC=1SC(=CC1)C(F)(F)F 2-(6-(5-chloro-1-((5-(trifluoromethyl)thiophene-2-yl)methyl)-1H-indazole-7-carboxamido)spiro[3.3]hept-2-yl)acetic acid